COC(=O)C1C(C2=CC=C(C=C2C1)OC1=CC=C(C=C1)Cl)=O 5-(4-chlorophenoxy)-1-oxo-2,3-dihydro-1H-indene-2-carboxylic acid methyl ester